1H-indole-7-hydroxamate N1C=CC2=CC=CC(=C12)C(=O)N[O-]